(1Z)-1-(5-fluoro-2-methyl-phenyl)-N-hydroxy-cyclopropanecarboximidoyl chloride FC=1C=CC(=C(C1)C1(CC1)C(=NO)Cl)C